OC1=C2C=CC3=CC=C(C4=CC=C(C=C1)C2=C43)C=O 6-hydroxypyrene-1-formaldehyde